1-((2R,4S,5R)-4-hydroxy-5-(hydroxymethyl)tetrahydrofuran-2-yl)-5-iodopyrimidin-2(1H)-one O[C@H]1C[C@@H](O[C@@H]1CO)N1C(N=CC(=C1)I)=O